4-(THIOMORPHOLINYLSULFONYL)PHENYLBORONIC ACID B(C1=CC=C(C=C1)S(=O)(=O)C2CNCCS2)(O)O